1-methyl-7-nitro-1,3-dihydro-2H-benzo[d]imidazol-2-one CN1C(NC2=C1C(=CC=C2)[N+](=O)[O-])=O